CCCCCCCCCCCCCCCCCC/C=C\OC[C@H](COP(=O)(O)OC[C@@H](C(=O)O)N)OC(=O)CCCCCC/C=C\C/C=C\C/C=C\CCCCC 1-(1Z-eicosenyl)-2-(8Z,11Z,14Z-eicosatrienoyl)-glycero-3-phosphoserine